N-{7-[6-({[(2-hydroxyethyl)carbamoyl]methyl}carbamoyl)pyridin-2-yl]naphthalen-1-yl}prop-2-enamide OCCNC(=O)CNC(=O)C1=CC=CC(=N1)C1=CC=C2C=CC=C(C2=C1)NC(C=C)=O